N-[1(R)-phenylethyl]-7H-pyrrolo[2,3-D]Pyrimidine-4-amine C1(=CC=CC=C1)[C@@H](C)NC=1C2=C(N=CN1)NC=C2